(E)-4-(2-chlorophenyl)-2-[1-methyl-2-(2-phenylethoxyformylbenzylidene)hydrazino]thiazole ClC1=C(C=CC=C1)C=1N=C(SC1)N(/N=C(\C1=CC=CC=C1)/C(=O)OCCC1=CC=CC=C1)C